C[C@@]12C(CC[C@H]1[C@@H]1CCC3=CC(CC[C@]3(C)[C@H]1CC2)=O)=O androsta-4-en-3,17-dione